(R)-8-bromo-3-(4-methoxyphenyl)-6-nitro-2-(pyrrolidin-2-yl)quinazolin-4(3H)-one BrC=1C=C(C=C2C(N(C(=NC12)[C@@H]1NCCC1)C1=CC=C(C=C1)OC)=O)[N+](=O)[O-]